C(C)(C)(C)OC(=O)N1CC2=C(C=C(C=C2CC1)C(C)(C)O)OCC1=CC=CC=C1 8-(benzyloxy)-6-(2-hydroxypropan-2-yl)-3,4-dihydroisoquinoline-2(1H)-carboxylic acid tert-butyl ester